(S)-N-(8-fluoro-6-oxo-1,4,5,6-tetrahydro-2H-pyrano[3,4-c]isoquinolin-1-yl)-N-methylindolizine-6-carboxamide FC=1C=CC=2C3=C(NC(C2C1)=O)COC[C@H]3N(C(=O)C3=CN1C=CC=C1C=C3)C